1-Methyl-2-(6-trifluoromethoxy-benzothiazol-2-ylamino)-1H-benzoimidazole-5-carboxylic acid [(4-hydroxy-benzylcarbamoyl)-methyl]-amide OC1=CC=C(CNC(=O)CNC(=O)C2=CC3=C(N(C(=N3)NC=3SC4=C(N3)C=CC(=C4)OC(F)(F)F)C)C=C2)C=C1